1-(4-Chlorophenyl)-2-(thiophen-3-ylmethyl)-2,11-dihydroimidazo[1',5':1,2]pyrido[3,4-b]indol-4-ium chloride [Cl-].ClC1=CC=C(C=C1)C=1N(C=[N+]2C1C=1NC3=CC=CC=C3C1C=C2)CC2=CSC=C2